(3S,4S)-1-cyclopentylmethyl-4-{[5-(2,4-difluoro-phenyl)-isoxazole-3-carbonyl]-amino}-piperidine-3-carboxylic acid dimethylamide CN(C(=O)[C@H]1CN(CC[C@@H]1NC(=O)C1=NOC(=C1)C1=C(C=C(C=C1)F)F)CC1CCCC1)C